C1(=CC=CC=C1)C12CC2(C1)C1=C(C(=O)C2=CC=CC=C2)C=CC=C1 3-phenyl-bicyclo[1.1.0]butyl-benzophenone